CC=1C=C(C=C(C1C(CCC)(C)C)C)O 3,5-Dimethyl-4-(1,1-dimethylbutyl)-phenol